C1(=NC=CC2=CC=C(C=C12)N)N Isoquinoline-1,7-diamine